Cl.C(=O)(O)COC1=C(SC=C1Cl)C(=O)O (carboxymethoxy)-4-chlorothiophene-2-carboxylic acid hydrochloride